NC(=O)[O-] 1-aminoformate